3-(1-(2-fluoro-5-(trifluoromethyl)benzyl)-1H-pyrazol-4-yl)-7,8-dimethoxy-2-(trifluoromethyl)-4H-chromen-4-one FC1=C(CN2N=CC(=C2)C2=C(OC3=C(C(=CC=C3C2=O)OC)OC)C(F)(F)F)C=C(C=C1)C(F)(F)F